(S)-N-((R)-(4-chlorophenyl)(5-fluoro-4-(trifluoromethyl)pyridin-2-yl)methyl)-2-oxo-imidazolidine-4-carboxamide ClC1=CC=C(C=C1)[C@@H](NC(=O)[C@H]1NC(NC1)=O)C1=NC=C(C(=C1)C(F)(F)F)F